CC1C(C(=CC=N1)NC1(CC1)C)=O 6-Methyl-4-(1-methylcyclopropylamino)-5-oxo-5,6-dihydropyridin